6-[3-chloro-5-fluoro-4-(2-oxobutoxy)phenyl]-5-methyl-4,5-dihydro-2H-pyridazin-3-one ClC=1C=C(C=C(C1OCC(CC)=O)F)C=1C(CC(NN1)=O)C